ClC1=CC2=C(N(C(=N2)NC(C)C)[C@@H]2[C@@H](O)[C@@H](O)[C@@H](O2)CO)C=C1Cl 5,6-dichloro-2-isopropylamino-1-β-l-ribofuranosyl-1H-benzimidazole